COC(C(CC(=O)C1=CC2=C(S1)C=C(C(=C2)OC(C)C)OC)CC)=O 2-Ethyl-4-(5-isopropoxy-6-methoxybenzo[b]thiophene-2-yl)-4-oxobutanoic acid methyl ester